2-bromo-1-(2-methoxy-3-nitrophenyl)ethan-1-one BrCC(=O)C1=C(C(=CC=C1)[N+](=O)[O-])OC